O=C1NC(CCC1C1=NN(C2=C(C=CC=C12)OCC(=O)NC1=NC=CC=C1)C)=O 2-((3-(2,6-Dioxopiperidin-3-yl)-1-methyl-1H-indazol-7-yl)oxy)-N-(pyridin-2-yl)-acetamide